2,6-diethyl-9,10-bis(n-octyloxycarbonyl)anthracene C(C)C1=CC2=C(C3=CC=C(C=C3C(=C2C=C1)C(=O)OCCCCCCCC)CC)C(=O)OCCCCCCCC